C(#N)CC[C@@H]1CC[C@H](CC1)NC(OC(C)(C)C)=O tert-butyl [trans-4-(2-cyanoethyl)cyclohexyl]carbamate